ClC=1C=C(CC=2C=CC(=NC2)NC(=O)C2=CN(C(C=C2)=O)C)C=CC1F N-(5-(3-chloro-4-fluorobenzyl)pyridin-2-yl)-1-methyl-6-oxo-1,6-dihydropyridine-3-carboxamide